C1(=CC(=CC(=C1)C(=O)O)C(=O)O)C1=CC=C(C=C1)C(=O)O 3,4',5-biphenyltricarboxylic acid